methyl (R)-5-chloro-3-(1-(2,4-dichlorophenyl) ethyl)-3H-[1,2,3]triazolo[4,5-d]pyrimidine-7-carboxylate ClC=1N=C(C2=C(N1)N(N=N2)[C@H](C)C2=C(C=C(C=C2)Cl)Cl)C(=O)OC